O[C@@H]1C[C@H]2[C@@H]3CCC([C@@]3(C)CC[C@@H]2[C@]2(CC/C(/CC12)=C\CCC(=O)O)C)=O (E)-4-(6β-hydroxy-17-ketoandrostan-3-ylidene)butanoic acid